methyl 2-(2-(2-(4-((ethoxycarbonyl)(methyl)amino)piperidin-1-yl)thiazole-4-carboxamido)acrylamido)acrylate C(C)OC(=O)N(C1CCN(CC1)C=1SC=C(N1)C(=O)NC(C(=O)NC(C(=O)OC)=C)=C)C